metaperiodate I(=O)(=O)(=O)[O-]